isobutyl dichloro-4-bis(2-methoxyphenyl)phosphino-3-thiophenesulfonate ClC1=C(C(=C(S1)Cl)S(=O)(=O)OCC(C)C)P(C1=C(C=CC=C1)OC)C1=C(C=CC=C1)OC